ClC=1C=C2CN(CC2=CC1)C1=NC=2N(C(=C1)C=1C=NNC1)N=C(C2C(C)C)C(=O)NC2=CC(=CC=C2)N2CCOCC2 (5-chloroisoindolin-2-yl)-3-isopropyl-N-(3-morpholinophenyl)-7-(1H-pyrazol-4-yl)pyrazolo[1,5-a]pyrimidine-2-carboxamide